1-(3,5-dichloro-2-hydroxymethylphenyl)-3-[3-(2-aminoethylamino)-5-trifluoromethoxyphenyl]urea ClC=1C(=C(C=C(C1)Cl)NC(=O)NC1=CC(=CC(=C1)OC(F)(F)F)NCCN)CO